3'-O-(α-L-arabinofuranosyl)-deoxythymidine-5'-triphosphate P(O)(=O)(OP(=O)(O)OP(=O)(O)O)OC[C@@H]1[C@H](C[C@@H](O1)N1C(=O)NC(=O)C(C)=C1)O[C@H]1[C@H](O)[C@@H](O)[C@@H](O1)CO